ClC1=NC(=CC(=N1)Cl)OC1COC1 2,4-dichloro-6-(oxetan-3-yloxy)pyrimidine